5-methoxy-7,7-dimethyl-2-(methylsulfonyl)-5,7-dihydrofuro[3,4-d]pyrimidine COC1OC(C=2N=C(N=CC21)S(=O)(=O)C)(C)C